tert-butyl (S)-3-((4-chloro-7-methoxyquinazolin-6-yl)oxy)pyrrolidine-1-carboxylate ClC1=NC=NC2=CC(=C(C=C12)O[C@@H]1CN(CC1)C(=O)OC(C)(C)C)OC